OC1=C(C=C2C=C(N(C2=C1)S(=O)(=O)C1=CC=C(C=C1)C)CNC(OC(C)(C)C)=O)C(F)(F)F tert-butyl N-[[6-hydroxy-1-(p-tolylsulfonyl)-5-(trifluoromethyl)indol-2-yl]methyl]carbamate